6-methyl-4-[(1-methylcyclopropyl)amino]-N-(6-methylpyridazin-3-yl)furo[2,3-d]pyrimidine-5-carboxamide CC1=C(C2=C(N=CN=C2NC2(CC2)C)O1)C(=O)NC=1N=NC(=CC1)C